C(C1=CC=CC=C1)OC(=O)NC=1C=C(C=CC1C(=O)OC)C1N(CCN(C1)CC(F)F)CC1=C2C=CN(C2=C(C=C1OC(F)F)C)C(=O)OC(C)(C)C tert-Butyl 4-((2-(3-(((benzyloxy)carbonyl)amino)-4-(methoxycarbonyl)phenyl)-4-(2,2-difluoroethyl)piperazin-1-yl)methyl)-5-(difluoromethoxy)-7-methylindole-1-carboxylate